4-amino-N-((5S)-2-ethoxy-5,8-dihydro-6H-pyrano[3,4-b]-pyridin-5-yl)-N,3-dimethyl-3H-pyrazolo[3,4-c]quinoline-8-carboxamide NC1=NC=2C=CC(=CC2C2=C1N(N=C2)C)C(=O)N(C)[C@@H]2COCC1=NC(=CC=C12)OCC